3-({[(tert-butoxy)carbonyl]amino}oxy)azetidine-1-carboxylic acid tert-butyl ester C(C)(C)(C)OC(=O)N1CC(C1)ONC(=O)OC(C)(C)C